2-({2-[[(4-bromo-2-methoxyphenyl)amino]-5-(trifluoromethyl)pyrimidin-4-yl]-5-(trifluoromethyl)pyridin-4-yl}amino)-N-methylbenzamide BrC1=CC(=C(C=C1)NC1=NC=C(C(=N1)C1=NC=C(C(=C1)NC1=C(C(=O)NC)C=CC=C1)C(F)(F)F)C(F)(F)F)OC